N-{[5-(1-{[(1R,3S)-3-hydroxy-1-indanyl]carbonyl}-4-piperidyl)-1,3,4-thiadiazol-2-yl]methyl}2-methyl-2-(1-pyrrolidinyl)propionamide O[C@H]1C[C@H](C2=CC=CC=C12)C(=O)N1CCC(CC1)C1=NN=C(S1)CNC(C(C)(N1CCCC1)C)=O